C(C)(C)(C)N1N=C(C=C1NC(CC1=CC(=NO1)C)=O)[C@@H]1C[C@@H](CC1)N1C(NC(C1)(C)C)=O N-(1-(tert-butyl)-3-((1S,3R)-3-(4,4-dimethyl-2-oxoimidazolidin-1-yl)cyclopentyl)-1H-pyrazol-5-yl)-2-(3-methylisoxazol-5-yl)acetamide